C(C)OC1=CC=C(C=C1)C1=CC=C(C=N1)C(C)=O 1-(6-(4-ethoxyphenyl)pyridin-3-yl)ethan-1-one